BrC=1C=C(C=CC1CO)O 3-bromo-4-(hydroxymethyl)phenol